NC1=C(C2=C(N(C=N2)C(F)F)C=C1C(=O)N)C1=C(C(=CC=C1C)O)C (P)-5-amino-1-(difluoromethyl)-4-(3-hydroxy-2,6-dimethylphenyl)-1H-benzo[d]imidazole-6-carboxamide